OC1=CC=C(C=C1)C(C)(C1=CC=CC=C1)C1=CC=C(C=C1)O bis(4'-hydroxyphenyl)-1-phenylethane